ethyl-4,4-difluoroacetoacetate silver (I) [Ag+].C(C)OC(CC(=O)C(F)F)=O